3,5-diisopropoxybromobenzene C(C)(C)OC=1C=C(C=C(C1)OC(C)C)Br